(2R,3S)-2-((E)-3-(indolin-1-yl)prop-1-enyl)piperidin-3-ol N1(CCC2=CC=CC=C12)C/C=C/[C@H]1NCCC[C@@H]1O